C(C1=CC=CC=C1)N1C=CC2=C(C=CC=C12)CNC(OC1=CC=C(C=C1)[N+](=O)[O-])=O 4-nitrophenyl ((1-benzyl-1H-indol-4-yl)methyl)carbamate